Trin-propyl-monon-butoxysilan C(CC)[Si](OCCCC)(CCC)CCC